N1=C(C=CC=C1)CNCC1=CC=C(C=C1)CN(C1CCCC=2C=CC=NC12)CCNC(=O)NC1=CC=CC=C1 N-(2-pyridylmethyl)-N'-[2-(phenylureido)ethyl]-N'-(5,6,7,8-tetrahydro-8-quinolinyl)-1,4-xylylenediamine